1,3-dicyclohexyl-2-ethylisourea C1(CCCCC1)NC(OCC)=NC1CCCCC1